5H-1,2,3-oxathiazole-2,2-dioxide O1S(N=CC1)(=O)=O